4-((4-(5-fluoro-1H-indole-2-carbonyl)piperazin-1-yl)methyl)-N-hydroxybenzoamide FC=1C=C2C=C(NC2=CC1)C(=O)N1CCN(CC1)CC1=CC=C(C(=O)NO)C=C1